C(C1=CC=CC=C1)N([C@@H]1CC[C@H](CC1)OCCOC1C[C@H](N([C@H](C1)C)C(=O)OC(C)(C)C)C)CC1=CC=CC=C1 (2r,4r,6s)-tert-butyl 4-(2-(((trans)-4-(dibenzylamino) cyclohexyl) oxy) ethoxy)-2,6-dimethylpiperidine-1-carboxylate